BrC=1C=2C=C3N(C2C=CC1)C(NC3)=O 8-bromo-1,2-dihydro-3H-imidazo[1,5-a]indol-3-one